OCC1SCCCSCCSCCSCCCSC1 2-hydroxymethyl-1,4,8,11,14-pentathiacycloheptadecane